1-(3-((3-methyl-5-(7-(trifluoromethyl)-1H-indol-3-yl)pyrazin-2-yl)oxy)pyrrolidin-1-yl)ethan CC=1C(=NC=C(N1)C1=CNC2=C(C=CC=C12)C(F)(F)F)OC1CN(CC1)CC